2-Cyclopropyl-1-oxo-2,8-diazaspiro[4.5]decane-8-carboxylic acid tert-butyl ester C(C)(C)(C)OC(=O)N1CCC2(CCN(C2=O)C2CC2)CC1